(S)-N-(5-(3,3-dimethyl-2,3-dihydro-[1,4]dioxino[2,3-b]pyridin-6-yl)-4-((4-(3-methylmorpholino)-6-(methylsulfonyl)pyridin-2-yl)amino)pyridin-2-yl)acetamide CC1(COC=2C(=NC(=CC2)C=2C(=CC(=NC2)NC(C)=O)NC2=NC(=CC(=C2)N2[C@H](COCC2)C)S(=O)(=O)C)O1)C